4-(2-tosylbenzylidene)piperidine-1-carboxylic acid tert-butyl ester C(C)(C)(C)OC(=O)N1CCC(CC1)=CC1=C(C=CC=C1)S(=O)(=O)C1=CC=C(C)C=C1